methyl 3-(6-chloro-1H-indol-1-yl)-2-fluoropropionate ClC1=CC=C2C=CN(C2=C1)CC(C(=O)OC)F